N1=CC=NC2=C3C(=C4C(=C12)C=CC=C4)C=CC=C3.N3=CC=NC4=C1C(=C2C(=C34)C=CC=C2)C=CC=C1.[Ir+3] iridium(III) bis(dibenzo[f,h]quinoxaline)